N-(3-(1-(2,6-Dioxopiperidin-3-yl)-1H-benzo[d]imidazol-6-yl)prop-2-yn-1-yl)-5-(8-(7-ethyl-1,3-dimethyl-2-oxo-1,2-dihydroquinolin-5-yl)isoquinolin-3-yl)picolinamide O=C1NC(CCC1N1C=NC2=C1C=C(C=C2)C#CCNC(C2=NC=C(C=C2)C=2N=CC1=C(C=CC=C1C2)C2=C1C=C(C(N(C1=CC(=C2)CC)C)=O)C)=O)=O